NCC(O)C1=CC(=CC=C1)F 2-amino-1-(3-fluorophenyl)ethanol